ClC(CCCCC(=O)[O-])CCCl 6,8-dichlorocaprylate